propane-1,3-diyl bis[3-(dodecylthio)propionate] C(CCCCCCCCCCC)SCCC(=O)OCCCOC(CCSCCCCCCCCCCCC)=O